C(C)(C)(C)NC(C(C)OC1=C(C(=CC=C1)Cl)C=O)=O N-TERT-BUTYL-2-(3-CHLORO-2-FORMYLPHENOXY)PROPANAMIDE